C(C1=CC=CC=C1)O[C@@H]([C@@H](C(=O)NC)NC(=O)[C@@H]1CN(CC12CNC2)C(=O)[O-])C (S)-8-(((2S,3R)-3-(benzyloxy)-1-(methylamino)-1-oxobutan-2-yl)carbamoyl)-2,6-diazaspiro[3.4]octane-6-carboxylate